Pentenyl-cyclohexyl-phosphinic acid C(=CCCC)P(O)(=O)C1CCCCC1